O=C([C@@H](O)[C@H](O)[C@H](O)[C@@H](O)CO)[O-] L-galactonate